biquinolinedicarboxaldehyde N1=C(C(=C(C2=CC=CC=C12)C=O)C=O)C1=NC2=CC=CC=C2C=C1